C(C(C)(C)C)OS(=O)(=O)C1=CC=C(C=C1)Br 4-bromobenzenesulfonic acid neopentyl ester